Allyl 2-(((3aS*,6aS*)-6,6-difluorohexahydro-1H-pyrrolo[3,2-c]isoxazol-1-yl) methyl)-2-hydroxybutanoate FC1(CN[C@H]2[C@@H]1N(OC2)CC(C(=O)OCC=C)(CC)O)F |o1:4,5|